P(=S)(OCC(C)C)(OCC(C)C)[O-] diisobutyl monothiophosphate